BrC=1C2=CN(N=C2C(=C(C1)F)NCC(=O)OCC)CC1=CC=C(C=C1)OC ethyl 2-[[4-bromo-6-fluoro-2-[(4-methoxyphenyl)methyl]indazol-7-yl]amino]acetate